C(C)(C)C1=C(C(=CC(=C1)C)C(C)C)N=C(C)C1=NC2=C(C=C1)CC(C2O)(C)C 2-(1-((2,6-diisopropyl-4-methylphenyl)imino)ethyl)-6,6-dimethyl-6,7-dihydro-5H-cyclopentapyridin-7-ol